tert-butyl (R)-3-((6-bromopyridin-3-yl)oxy)-2-((tert-butyldimethylsilyl)-oxy)propanoate BrC1=CC=C(C=N1)OC[C@H](C(=O)OC(C)(C)C)O[Si](C)(C)C(C)(C)C